2,8-diisopropyl-10-phenyl-5,10-dihydrophenazine C(C)(C)C1=CC=2N(C3=CC(=CC=C3NC2C=C1)C(C)C)C1=CC=CC=C1